2-phenylethynyl-aniline C1(=CC=CC=C1)C#CNC1=CC=CC=C1